4-chloro-3-({[5-(pyrimidin-2-yl)pyridin-3-yl]oxy}methyl)benzoic acid ClC1=C(C=C(C(=O)O)C=C1)COC=1C=NC=C(C1)C1=NC=CC=N1